(R)-4-((1-(3-(difluoromethyl)-2-fluorophenyl)ethyl)amino)-1,6-dimethylpyrido[3,4-d]pyridazin-7(6H)-one formate salt C(=O)O.FC(C=1C(=C(C=CC1)[C@@H](C)NC1=NN=C(C=2C1=CN(C(C2)=O)C)C)F)F